C(C)(C)(C)OC(=O)N1CCC(CC1)NC(=NC(C)=O)NC1=NC2=CC=CC=C2C(=N1)C tert-butyl-4-(2-acetyl-3-(4-methylquinazolin-2-yl)guanidino)piperidine-1-carboxylate